C(C)(C)(C)C1=CN=C(N1CC(C(C)(C)C)=O)C=1C2=C(N(N1)C1=NC=CN=C1)C1CCC(C2)O1 1-(5-(tert-butyl)-2-(1-(pyrazin-2-yl)-1,4,5,6,7,8-hexahydro-5,8-epoxycyclohepta[c]pyrazol-3-yl)-1H-imidazol-1-yl)-3,3-dimethylbutan-2-one